N-(4-(1-(5-bromo-1-oxoisoindolin-2-yl)cyclopropyl)thiazol-2-yl)cyclopropanesulfonamide BrC=1C=C2CN(C(C2=CC1)=O)C1(CC1)C=1N=C(SC1)NS(=O)(=O)C1CC1